(R)-3-(3-(4-(1-(((3,5-bis(trifluoromethyl)benzyl)oxy)imino)ethyl)phenyl)-1,2,4-oxadiazol-5-yl)pyrrolidine-1-carboximidamide hydrochloride Cl.FC(C=1C=C(CON=C(C)C2=CC=C(C=C2)C2=NOC(=N2)[C@H]2CN(CC2)C(N)=N)C=C(C1)C(F)(F)F)(F)F